4-(cycloocta-1,3,5,7-tetraen-1-yl-formylAmino)butyric acid C1(=CC=CC=CC=C1)N(CCCC(=O)O)C=O